ethyl (1S,5S,6R)-3-(5-amino-1-(4-methoxybenzyl)-1H-pyrazol-3-yl)bicyclo[3.1.0]hex-2-ene-6-carboxylate NC1=CC(=NN1CC1=CC=C(C=C1)OC)C1=C[C@H]2[C@@H]([C@H]2C1)C(=O)OCC